C1(CCCC1)S(=O)(=O)C=1C=C(C=CC1)NC(C1=C(N=C(C=C1)NCC1(CC1)O)N1CCC2(CC2)CC1)=O N-(3-(cyclopentylsulfonyl)phenyl)-6-(((1-hydroxycyclopropyl)methyl)amino)-2-(6-azaspiro[2.5]octan-6-yl)nicotinamide